3-((3-((8-(diethylamino)octyl)amino)phenyl)amino)piperidine-2,6-dione C(C)N(CCCCCCCCNC=1C=C(C=CC1)NC1C(NC(CC1)=O)=O)CC